(3aR,5s,6aS)-N-(2-hydroxyethyl)-5-((5-(5-(2,2,2-trifluoro-1-hydroxyethyl)-thiazol-2-yl)-1H-pyrrolo[2,3-b]pyridin-4-yl)amino)hexahydrocyclopenta[c]pyrrole-2(1H)-sulfonamide OCCNS(=O)(=O)N1C[C@@H]2[C@H](C1)CC(C2)NC2=C1C(=NC=C2C=2SC(=CN2)C(C(F)(F)F)O)NC=C1